L-18-mercaptooctadecanoic acid SCCCCCCCCCCCCCCCCCC(=O)O